N-(5-Chloro-1H-indol-3-yl)-6-(4-fluorophenoxy)-1-methyl-1H-benzo[d]imidazol-2-amine ClC=1C=C2C(=CNC2=CC1)NC1=NC2=C(N1C)C=C(C=C2)OC2=CC=C(C=C2)F